ClC=1C(=NC(=NC1)NC1=CC=C(C(=O)NOCCC2=C(C=CC=C2)F)C=C1)C1=NN(C=C1)C(C)C 4-((5-chloro-4-(1-isopropyl-1H-pyrazolyl)pyrimidin-2-yl)amino)-N-(2-fluorobenzyl)methoxybenzamide